(S)-2-(4-methylphenylsulfonylamino)-3-(pyridin-2-yl)propionic acid CC1=CC=C(C=C1)S(=O)(=O)N[C@H](C(=O)O)CC1=NC=CC=C1